NC1=C2C(=NC=N1)N(N=C2C2=CC=C(C=C2)OC2=CC=CC=C2)[C@@H]2[C@@H](CN(CC2)C2CN(C2)C2CN(C2)C(=O)OC(C)(C)C)F tert-butyl 3-((3R,4S)-4-(4-amino-3-(4-phenoxyphenyl)-1H-pyrazolo[3,4-d]pyrimidin-1-yl)-3-fluoropiperidin-1-yl)-[1,3'-biazetidin]-1'-carboxylate